The molecule is a pentacyclic triterpenoid that is lupane in which the hydrogens at the 3beta and 20 positions are substituted by hydroxy groups. It is a pentacyclic triterpenoid, a secondary alcohol and a tertiary alcohol. C[C@]12CC[C@H]([C@@H]1[C@H]3CC[C@@H]4[C@]5(CC[C@@H](C([C@@H]5CC[C@]4([C@@]3(CC2)C)C)(C)C)O)C)C(C)(C)O